phenyl-9-butyl-beta-carboline C1(=CC=CC=C1)C1=NC=CC=2C3=CC=CC=C3N(C12)CCCC